3-([1,1'-biphenyl]-4-ylmethoxy)-1H-1,2,4-triazole-5-carboxylic acid C1(=CC=C(C=C1)COC1=NNC(=N1)C(=O)O)C1=CC=CC=C1